O=C1NC2=C(OC3=C1C=CC=C3)C=CC(=C2)C#N 11-oxo-10,11-dihydrodibenzo[b,f][1,4]oxazepine-8-carbonitrile